ClC=1C(=NN(C1C)C=1C=C(C(=O)N(C2=C(C3=C(OCO3)C=C2)C)C)C=CC1)C(F)(F)F 3-[4-Chloro-5-methyl-3-(trifluoromethyl)pyrazol-1-yl]-N-methyl-N-(4-methyl-1,3-benzodioxol-5-yl)benzamide